CN1N=CC(=C1)NC1=NC=CC(=N1)C=1C=CC(=NC1)NS(=O)(=O)CC N-(5-(2-((1-methyl-1H-pyrazol-4-yl)amino)pyrimidin-4-yl)pyridin-2-yl)ethanesulfonamide